C(C=CC1=CC=CC=C1)(=O)[Pd+] cinnamoyl-palladium (II)